(R)-4,4,4-trifluoro-3-hydroxy-3-methylbutan-2-one FC([C@](C(C)=O)(C)O)(F)F